2-[4-(4-chlorophenyl)-2-cyclopropyl-5-(pyridin-4-yl)-1H-imidazol-1-yl]-1-(4-methylpiperazin-1-yl)ethan-1-one ClC1=CC=C(C=C1)C=1N=C(N(C1C1=CC=NC=C1)CC(=O)N1CCN(CC1)C)C1CC1